C1(CC1)CC1=NC2=C(C=C(C=C2C(N1C)=O)C)\C(\C)=N/[S@](=O)C(C)(C)C (R,Z)-N-(1-(2-(cyclopropylmethyl)-3,6-dimethyl-4-oxo-3,4-dihydroquinazolin-8-yl)ethylidene)-2-methylpropane-2-sulfinamide